4-chloro-2-ethynyl-6-[(1S)-1-[(2S,4R)-4-fluoro-1-methylpyrrolidin-2-yl]ethoxy]pyrimidine ClC1=NC(=NC(=C1)O[C@@H](C)[C@H]1N(C[C@@H](C1)F)C)C#C